ClC1=NC(=C2N=CN(C2=N1)C1OCCCC1)NCC=1C(NC(=C2CCCCC12)C)=O 4-(((2-chloro-9-(tetrahydro-2H-pyran-2-yl)-9H-purin-6-yl)amino)methyl)-1-methyl-5,6,7,8-tetrahydroisoquinolin-3(2H)-one